C(C1=CC=CC=C1)(=O)OC(CCC(C)(C)C)OS(=O)(=O)ON1[C@@H]2CC[C@H](N(C1=O)C2)C(N)=O (((((1R,2S,5R)-2-carbamoyl-7-oxo-1,6-diazabicyclo[3.2.1]oct-6-yl) oxy) sulfonyl) oxy)-4,4-dimethylpentyl benzoate